NC1=C2C(=NC(=N1)Cl)N(N=C2)CC=2C=CC(=C(C2)CCO)Br 2-(5-((4-amino-6-chloro-1H-pyrazolo[3,4-d]pyrimidin-1-yl)methyl)-2-bromophenyl)ethan-1-ol